4-bromo-5,6-dimethyl-1H-indazole BrC1=C2C=NNC2=CC(=C1C)C